FC1=C(C=C(C=C1)C1=CSC=2N1C(C=CN2)=O)C(F)(F)F 3-(4-fluoro-3-trifluoromethyl-phenyl)-thiazolo[3,2-a]pyrimidin-5-one